2-{[3-(trifluoromethyl)phenyl]methyl}-2H-pyrazolo[3,4-d]pyrimidin-4-amine FC(C=1C=C(C=CC1)CN1N=C2N=CN=C(C2=C1)N)(F)F